C(C)(C)(C)OC(=O)N1C2CC(C1)(C2)CN.CC2(NC(N=C2)=O)C(F)(F)F 4-methyl-4-(trifluoromethyl)imidazol-2-one tert-butyl-4-(aminomethyl)-2-azabicyclo[2.1.1]hexane-2-carboxylate